3,5,3',5'-tetracarboxylbiphenyl C(=O)(O)C=1C=C(C=C(C1)C(=O)O)C1=CC(=CC(=C1)C(=O)O)C(=O)O